ClC1=C(C=C(C=C1)C1=NNC(O1)=O)N[C@@H](C)[C@@H]1[C@@H](CNCC1)C 5-[4-Chloro-3-({(1S)-1-[(3S,4S)-3-methylpiperidin-4-yl]ethyl}amino)phenyl]-1,3,4-oxadiazol-2(3H)-one